C(C)(C)(C)OC(C1=C(C=CC=C1)NC(C)C=1C=C(C(=C2C(N(C(=NC12)N1CC2CC2C1)C)=O)Br)C)=O tert-Butyl-2-[1-[2-(3-azabicyclo[3.1.0]hexan-3-yl)-5-bromo-3,6-dimethyl-4-oxoquinazolin-8-yl]ethylamino]benzoate